C1(=CC=CC=C1)S(=O)(=O)N1C=CC=2C1=NC=C1C2N(C(=N1)C1=C(C=C(C=C1)O)O)C1CN(CC1)S(=O)(=O)CCC 4-(6-(phenylsulfonyl)-1-(1-(propylsulfonyl)pyrrolidin-3-yl)-1,6-dihydroimidazo[4,5-d]pyrrolo[2,3-b]pyridin-2-yl)benzene-1,3-diol